N-(7-bromo-4-chloroquinolin-3-yl)valeramide BrC1=CC=C2C(=C(C=NC2=C1)NC(CCCC)=O)Cl